FC=1C=C(C=C(C1C=1C=C2C(=CN1)NN=C2C=2C=NC(=NC2)N2CCN(CC2)C)F)CNC 1-(3,5-difluoro-4-(3-(2-(4-methylpiperazin-1-yl)pyrimidin-5-yl)-1H-pyrazolo[3,4-c]pyridin-5-yl)phenyl)-N-methylmethylamine